2,6-bis(2,6-dimethylphenyl)-1-[2,6-bis(2,4,6-triisopropylphenyl)phenyl]-phosphocyclohexane CC1=C(C(=CC=C1)C)C1C(C(CCC1)C1=C(C=CC=C1C)C)(C1=C(C=CC=C1C1=C(C=C(C=C1C(C)C)C(C)C)C(C)C)C1=C(C=C(C=C1C(C)C)C(C)C)C(C)C)P(=O)=O